N-(2-(2-(((4-methylpyridin-3-yl)methyl)amino)-5-oxo-5,7-dihydro-6H-pyrrolo[3,4-b]pyridin-6-yl)ethyl)propionamide CC1=C(C=NC=C1)CNC1=CC=C2C(=N1)CN(C2=O)CCNC(CC)=O